1-methyl-4-(4-methyl-pent-3-en-1-yl)cyclohex-3-enecarbaldehyde CC1(CC=C(CC1)CCC=C(C)C)C=O